C[Sn](C1=CC=C2C(=N1)N=NN2)(C)C 5-(Trimethylstannyl)-1H-[1,2,3]triazolo[4,5-b]pyridine